CC1=C(C(=O)OCCBr)C(=CC=C1)C 2-bromoethyl 2,6-dimethylbenzoate